F[C@@H]1[C@H]2CCC[C@@H](C[C@@H]1OC1=CC=C(N=N1)C1=C(C=C(C=C1)C=1C=NN3C1C=CC=C3)O)N2 2-(6-(((1r,2r,3s,5s)-2-fluoro-9-azabicyclo[3.3.1]non-3-yl)oxy)pyridazin-3-yl)-5-(pyrazolo[1,5-a]pyridin-3-yl)phenol